4-methylsulfanyl-2-oxo-butyric acid CSCCC(C(=O)O)=O